5-[(2,5-dichloropyrimidin-4-yl)amino]-3-(3-hydroxy-3-methyl-butyl)-1-methyl-benzimidazol-2-one ClC1=NC=C(C(=N1)NC1=CC2=C(N(C(N2CCC(C)(C)O)=O)C)C=C1)Cl